The molecule is a member of the class of flavonols that is kaempferol which is substituted at position 8 by a 3-methylbut-2-en-1-yl group and in which the hydroxy groups at positions 3, 4', and 7 have been converted to the corresponding 6-deoxy-alpha-L-mannopyranoside, methyl ether, and beta-D-glucopyranoside, respectively. A phoshphodiesterase-5 inhibitor, it is obtained from several species of plants in the genus Epimedium and is thought to be the main active ingredient of the Chinese herbal medicine Herba Epimedii (yinyanghuo). It has a role as a bone density conservation agent, a phytoestrogen, an EC 3.1.4.35 (3',5'-cyclic-GMP phosphodiesterase) inhibitor and an antioxidant. It is a glycosyloxyflavone and a member of flavonols. C[C@H]1[C@@H]([C@H]([C@H]([C@@H](O1)OC2=C(OC3=C(C2=O)C(=CC(=C3CC=C(C)C)O[C@H]4[C@@H]([C@H]([C@@H]([C@H](O4)CO)O)O)O)O)C5=CC=C(C=C5)OC)O)O)O